C(OOOC(C(C)C)(C)C)(OC(C)C)=O 1,1,2-trimethylpropylperoxy isopropyl monocarbonate